(R)-1-(4'-(4-chloro-5-(((1-phenylethoxy)carbonyl)amino)-1H-pyrazol-1-yl)-2-fluoro-[1,1'-biphenyl]-4-yl)-cyclopropane-1-carboxylic acid ClC=1C=NN(C1NC(=O)O[C@H](C)C1=CC=CC=C1)C1=CC=C(C=C1)C1=C(C=C(C=C1)C1(CC1)C(=O)O)F